tert-butyl (3R)-3-{[(3-amino-6-methoxypyridin-2-yl) oxy] methyl}-2-azabicyclo[3.1.0]hexane-2-carboxylate NC=1C(=NC(=CC1)OC)OC[C@@H]1N(C2CC2C1)C(=O)OC(C)(C)C